ClC1=CC=C(C=C1)C1=C(C(=NN1C1=C(C=C(C=C1)Cl)Cl)C(=O)NCCO[C@@H]1[C@]2(CC[C@@H](C1)C2(C)C)C)C 5-(4-chlorophenyl)-1-(2,4-dichlorophenyl)-4-methyl-N-(2-(((1S,2S,4S)-1,7,7-trimethylbicyclo[2.2.1]heptan-2-yl)oxy)ethyl)-1H-pyrazole-3-carboxamide